COC(=O)C1=NC(=C(C=C1)Cl)C1=NC2=C(N=NC(=C2)C(F)(F)F)N1C 5-Chloro-6-[7-methyl-3-(trifluoromethyl)-7H-imidazo[4,5-c]pyridazin-6-yl]pyridine-2-carboxylic acid methyl ester